N[C@H]1CN(CCC1)C(=O)C1=NNC(=C1C1=CC=C(C=C1)C#N)OCC=1C=NC=CC1 4-{3-[((3R)-3-Aminopiperidyl)carbonyl]-5-(3-pyridylmethoxy)pyrazolyl}benzenecarbonitrile